C(#N)C[C@@H]1N(CCN(C1)C1=NC(=NC=2CC3(CCC12)CCCC1=CC=CC=C13)OCC13CCCN3CCC1)C(=O)OC(C)(C)C tert-Butyl (2S)-2-(cyanomethyl)-4-(2'-((tetrahydro-1H-pyrrolizin-7a(5H)-yl)methoxy)-3,4,5',8'-tetrahydro-2H,6'H-spiro[naphthalene-1,7'-quinazolin]-4'-yl)piperazine-1-carboxylate